C(C)(C)(C)C1=C(C(=C(C(=C1)C(C)(C)C)OC)C)C 4,6-di-tert-butyl-2,3-dimethylanisole